4-chloro-2-(trifluoromethyl)quinazoline tert-Butyl-10-((3-oxomorpholino)methyl)-7-azaspiro[4.5]decane-7-carboxylate C(C)(C)(C)OC(=O)N1CC2(CCCC2)C(CC1)CN1C(COCC1)=O.ClC1=NC(=NC2=CC=CC=C12)C(F)(F)F